CC=1C(=C(C(=O)O)C=CC1C(=O)O)C Dimethyl-terephthalic acid